C(C)OC(=O)C=1N=NN(C1C)C1=CC(=C(C=C1)OCOC)Cl 1-(3-chloro-4-(methoxymethyloxy)phenyl)-5-methyl-1H-1,2,3-triazole-4-carboxylic acid ethyl ester